heptadecyldimethylallylammonium chloride [Cl-].C(CCCCCCCCCCCCCCCC)[NH2+]CC=C(C)C